C1(CC1)C1=NN(C=N1)C1CC2(CN(C2)C(=O)N2CCC(CC2)[C@H](C(=O)N)C2=CC=C(C=C2)F)C1 (2S)-2-[1-[6-(3-cyclopropyl-1,2,4-triazol-1-yl)-2-azaspiro[3.3]heptane-2-carbonyl]-4-piperidyl]-2-(4-fluorophenyl)acetamide